COC1P(SSC1)OCC (methoxy)-ethoxy-dithiaphospholane